6-chloro-1H-pyrazolo[4,3-b]Pyridine ClC=1C=C2C(=NC1)C=NN2